(S,E)-2-cyclopentyl-4-(2-fluorophenoxy)-N-(4-(methylsulfonyl)but-3-en-2-yl)pyrimidine-5-carboxamide C1(CCCC1)C1=NC=C(C(=N1)OC1=C(C=CC=C1)F)C(=O)N[C@@H](C)\C=C\S(=O)(=O)C